ethyl 2-[[tert-butoxycarbonyl(2-methoxyethyl)amino]methyl]-8-fluoro-1,5,6,7-tetrahydrocyclopenta[f]benzimidazole-6-carboxylate C(C)(C)(C)OC(=O)N(CCOC)CC1=NC2=C(N1)C(=C1C(=C2)CC(C1)C(=O)OCC)F